C1(CCCCC1)P(C1(C(=C(C=CC1)OC)C1=CC=CC=C1)OC)C1CCCCC1 2-Dicyclohexylphosphino-2,6-dimethoxybiphenyl